C(C)(C)(C)N(C(O)=O)C=1C=NC(=NC1)CS(=O)(=O)C=1SC2=C(N1)C=CC=C2.COC2=C(CNC(C(=O)NCCC1=NC=CC=C1)=O)C=CC=C2OC N1-(2,3-Dimethoxybenzyl)-N2-(2-(pyridin-2-yl)ethyl)oxalamide tert-Butyl-(2-((benzo[d]thiazol-2-ylsulfonyl)methyl)pyrimidin-5-yl)carbamate